6-[(S)-2-(1-Carboxy-cyclobutylmethyl)-3-oxo-hexahydro-imidazo[1,5-a]pyrazin-7-ylmethyl]-4-((R)-2-chloro-3-fluoro-phenyl)-2-thiazol-2-yl-dihydro-pyrimidine-5-carboxylic acid ethyl ester C(C)OC(=O)C=1C(=NC(NC1CN1C[C@@H]2N(CC1)C(N(C2)CC2(CCC2)C(=O)O)=O)C=2SC=CN2)C2=C(C(=CC=C2)F)Cl